C(C1CO1)OCCC[Si](C)(C)OCC γ-glycidoxypropyl-ethoxydimethylsilane